[Si](C)(C)(C(C)(C)C)COC1=NN(C=C1)C(=O)OC(C)(C)C tert-butyl 3-[[tert-butyl(dimethyl)silyl]methoxy]pyrazole-1-carboxylate